p-sec-butylphenyl glycidyl ether C(C1CO1)OC1=CC=C(C=C1)C(C)CC